CSCCCCCC[C@@H](C(=O)O)N The molecule is an L-polyhomomethionine in which there are six methylene groups between the alpha-carbon and sulfur atoms. It is a L-polyhomomethionine and a tetrahomomethionine. It is a tautomer of a L-tetrahomomethionine zwitterion.